2-((1,4-dioxan-2-yl)methyl)-5-bromopyridine O1C(COCC1)CC1=NC=C(C=C1)Br